NC1=NN2C(C=C(C=C2)C=2C=C(C(=NC2)C)C(=O)NCCC(C)C2=CC=CC=C2)=N1 5-{2-amino-[1,2,4]triazolo[1,5-a]pyridin-7-yl}-2-methyl-N-(3-phenylbutyl)pyridine-3-carboxamide